NC(CCCCNC1=CC=C(C=C1)N1C(C2=C(CC1)C(=NN2C2=CC=C(C=C2)OC)C(=O)N)=O)=O 6-[4-[(5-amino-5-oxopentyl)amino]phenyl]-1-(4-methoxyphenyl)-7-oxo-4,5-dihydropyrazolo[3,4-c]pyridine-3-carboxamide